[1-(4-chloro-3-fluorophenyl)-1H-1,2,4-triazol-5-yl]methyl-3-methylurea ClC1=C(C=C(C=C1)N1N=CN=C1CNC(=O)NC)F